C[C@H]1[C@H](NC[C@H](O1)C)CNC1=NC=C(N=C1C)C(F)(F)F N-(((2S,3R,6R)-2,6-dimethylmorpholin-3-yl)methyl)-3-methyl-5-(trifluoromethyl)pyrazin-2-amine